TETRABUTYLAMMONIUM BENZOAT C(C1=CC=CC=C1)(=O)[O-].C(CCC)[N+](CCCC)(CCCC)CCCC